2-[cyano-(2,6-difluoro-4-pyridinyl)amino]-5-methyl-N-(1-methylcyclopentyl)thiazole-4-carboxamide C(#N)N(C=1SC(=C(N1)C(=O)NC1(CCCC1)C)C)C1=CC(=NC(=C1)F)F